2-[(4S)-2,2-difluoro-4-[[1-[(4-methoxyphenyl)methyl]-6-oxo-5-(trifluoromethyl)pyridazin-4-yl]amino]pentyl]-7-fluoro-6-[5-(trifluoromethyl)pyrimidin-2-yl]isoquinolin-1-one FC(CN1C(C2=CC(=C(C=C2C=C1)C1=NC=C(C=N1)C(F)(F)F)F)=O)(C[C@H](C)NC=1C=NN(C(C1C(F)(F)F)=O)CC1=CC=C(C=C1)OC)F